methyl N-[5-[6-[(3-iodophenyl)-methyl-carbamoyl]imidazo[1,2-a]pyridin-3-yl]-2-pyridyl]carbamate IC=1C=C(C=CC1)N(C(=O)C=1C=CC=2N(C1)C(=CN2)C=2C=CC(=NC2)NC(OC)=O)C